6-bromo-3-(4-(3-(4-cinnamylphenoxy)propoxy)phenyl)-2-methylquinazolin-4(3H)-one BrC=1C=C2C(N(C(=NC2=CC1)C)C1=CC=C(C=C1)OCCCOC1=CC=C(C=C1)CC=CC1=CC=CC=C1)=O